C(C)OC=1C(=C(SC1)OCC)OCC triethoxythiophene